[4-(1-tert-butylpyrazol-4-yl)phenyl]-[4-(5-chlorooxazolo[4,5-b]pyridin-2-yl)piperazin-1-yl]methanone C(C)(C)(C)N1N=CC(=C1)C1=CC=C(C=C1)C(=O)N1CCN(CC1)C=1OC=2C(=NC(=CC2)Cl)N1